(S)-1-(2-((1R,3R,4S)-3-(3-chloroprop-1-en-2-yl)-4-methyl-4-vinylcyclohexyl)allyl)pyrrolidin-3-ol ClCC(=C)[C@@H]1C[C@@H](CC[C@]1(C=C)C)C(CN1C[C@H](CC1)O)=C